C(C1=CC=CC=C1)N1CCCC2=CC(=CC(=C12)N(S(=O)(=O)CC(C)C)S(=O)(=O)CC(C)C)C(CCCC)=O N-(1-benzyl-6-pentanoyl-3,4-dihydro-2H-quinolin-8-yl)-N-isobutylsulfonyl-2-methyl-propane-1-sulfonamide